(R)-6-chloro-3-((1-(3,6-dimethyl-2-(6-(5-methyl-1,2,4-oxadiazol-3-yl)pyridin-3-yl)-4-oxo-3,4-dihydroquinazolin-8-yl)ethyl)amino)-N-(methylsulfonyl)picolinamide ClC1=CC=C(C(=N1)C(=O)NS(=O)(=O)C)N[C@H](C)C=1C=C(C=C2C(N(C(=NC12)C=1C=NC(=CC1)C1=NOC(=N1)C)C)=O)C